The molecule is a stilbenoid that is trans-stilbene substituted by hydroxy groups at positions 3 and 4' and methoxy groups at positions 2', 3' and 5. Isolated from Pholidota yunnanensis, it exhibits inhibitory effects on production of nitric oxide. It has a role as a metabolite and an EC 1.14.13.39 (nitric oxide synthase) inhibitor. It is a member of methoxybenzenes, a polyphenol and a stilbenoid. COC1=CC(=CC(=C1)O)/C=C/C2=C(C(=C(C=C2)O)OC)OC